FC1=CC=C(CSC(C2=CC(=C(OCC=3OC4=C(N3)C=C(C=C4)F)C=C2)OC)SCC2=CC=C(C=C2)F)C=C1 2-((4-(bis((4-fluorobenzyl)thio)methyl)-2-methoxyphenoxy)methyl)-5-fluorobenzo[d]oxazol